NC1=C(C=C(C(=O)NC=2C(N(C=C(C2)C(F)(F)F)C(C(=O)N[C@@H]2[C@H](OC(C2)=O)OCC)C)=O)C=C1)Cl 4-amino-3-chloro-N-(1-(1-(((2S,3S)-2-ethoxy-5-oxotetrahydrofuran-3-yl)amino)-1-oxopropan-2-yl)-2-oxo-5-(trifluoromethyl)-1,2-dihydropyridin-3-yl)benzamide